2-(((tert-butoxycarbonyl)amino)methyl)cyclopropane-1-carboxylic acid C(C)(C)(C)OC(=O)NCC1C(C1)C(=O)O